C(C1=CC=CC=C1)OC1=C(C=C(C=C1OC)C(C(=O)O)C)OC 4-Benzyloxy-3,5-dimethoxyphenylpropionic acid